ethyl (R)-2-(3-((ethoxy carbonyl)amino)pyrrolidin-1-yl)thiazole-4-carboxylate C(C)OC(=O)N[C@H]1CN(CC1)C=1SC=C(N1)C(=O)OCC